C1=CC=C2C=C3C(=CC2=C1)C=CC=C3C(=O)N anthramide